FC1=C(C2=C(C(=C(C(=C2C(=C1F)F)F)F)F)F)[B-](C1=C(C(=C(C2=C(C(=C(C(=C12)F)F)F)F)F)F)F)(C1=C(C(=C(C2=C(C(=C(C(=C12)F)F)F)F)F)F)F)C1=C(C(=C(C2=C(C(=C(C(=C12)F)F)F)F)F)F)F.C[NH+](C1=CC=C(C=C1)CCCCCCCCCCCCCCCCCCC)CCCCCCCCCCCCCCCCCC N-methyl-4-nonadecanyl-N-octadecylanilinium tetrakis(perfluoronaphthyl)borate